BrC(C(=O)NC1=CC=C(C=C1)Cl)CO bromo-N-(4-chlorophenyl)-3-hydroxypropionamide